C(C)(C)(C)C1=CC=C(CC2OC2)C=C1 (4-tert-Butyl-benzyl)-oxirane